1,2,3,6-O-tetragalloylglucose C(C1=CC(O)=C(O)C(O)=C1)(=O)C(=O)[C@](O)([C@@](O)([C@H](O)[C@H](O)COC(C1=CC(O)=C(O)C(O)=C1)=O)C(C1=CC(O)=C(O)C(O)=C1)=O)C(C1=CC(O)=C(O)C(O)=C1)=O